(3S)-1-(6-nitropyridin-3-yl)piperidin-3-amine [N+](=O)([O-])C1=CC=C(C=N1)N1C[C@H](CCC1)N